sulfur lithium salt [Li].[S]